methyl 8'-methyl-3'H-dispiro[1,3-dioxolane-2,4'-[1]benzopyran-2',4''-piperidine]-7'-carboxylate CC1=C(C=CC=2C3(CC4(CCNCC4)OC21)OCCO3)C(=O)OC